p-oxo-trifluoromethyl-benzaldehyde O=C1CC(=C(C=O)C=C1)C(F)(F)F